α,α-dimethoxyacetophenone COC(C(=O)C1=CC=CC=C1)OC